1-[4-(phenylthio)phenyl]-1,2-pentanedione C1(=CC=CC=C1)SC1=CC=C(C=C1)C(C(CCC)=O)=O